4-(((3-chloro-6,7-dihydrospiro[cyclopenta[d]pyrazolo[1,5-a]pyrimidine-5,1'-cyclopentan]-8-yl)amino)methyl)benzamide ClC=1C=NN2C1N=C1C(=C2NCC2=CC=C(C(=O)N)C=C2)CCC12CCCC2